C(#N)C1=C(C=C(C=N1)NC1CCC(CC1)NC(OC(C)(C)C)=O)C(F)(F)F tert-butyl N-[4-[[6-cyano-5-(trifluoromethyl)-3-pyridyl]amino]cyclohexyl]carbamate